C(C)(C)(C)OC(NC1CCN(CC1)C1(CC1)C)=O (1-(1-methylcyclopropyl)piperidin-4-yl)carbamic acid tert-butyl ester